CC(C#CCNC(=O)N1C=NC2=C1C=CC=C2N2CCN(CC2)CCC(F)(F)F)C N-(4-Methylpent-2-yn-1-yl)-4-(4-(3,3,3-trifluoropropyl)piperazin-1-yl)-1H-benzo[d]imidazole-1-carboxamide